1-((1r,3R,5S,7r)-3,5-dimethyladamantan-1-yl)-3-(piperidin-4-yl)urea C[C@]12CC3(CC(C[C@@](C1)(C3)C)C2)NC(=O)NC2CCNCC2